tert-butyl (5-chloro-3-(1-(difluoromethyl)-1H-pyrazol-4-yl)-2-methyl-3H-imidazo[4,5-b]pyridin-7-yl)carbamate ClC1=CC(=C2C(=N1)N(C(=N2)C)C=2C=NN(C2)C(F)F)NC(OC(C)(C)C)=O